ClC1=C(C=CC=C1)N1C(N=C(C2=CC=C(C=C12)C(F)(F)F)N[C@@H](C(F)(F)F)C)=O (R)-1-(2-chlorophenyl)-7-(trifluoro-methyl)-4-((1,1,1-trifluoropropan-2-yl)-amino)quinazolin-2(1H)-one